FC=1C=C2C(=C(NC2=CC1)C(CC(C)C)=O)C=1N=NN(C1)CC1CCN(CC1)CCC1=C(C=CC(=C1)CC(C)C)S(=O)(=O)N (2-(4-((4-(5-fluoro-2-(3-methylbutanoyl)-1H-indol-3-yl)-1H-1,2,3-triazol-1-yl)methyl)piperidin-1-yl)ethyl)-4-isobutylbenzenesulfonamide